C(=O)(O)CCC(=O)N1CC2=CC(=C(C(=C2C1)Cl)OCCCOC1=C(C2=C(SC(=C2)C(CCC(=O)O)=O)C=C1OC)F)OC 4-(5-(3-((2-(3-carboxypropionyl)-4-chloro-6-methoxyisoindolin-5-yl)oxy)propoxy)-4-fluoro-6-methoxybenzo[b]thiophen-2-yl)-4-oxobutanoic acid